C(C)(C)(C)OC(=O)NS(=O)(=O)C1=C(C=CC=C1)[N+](=O)[O-] N-(tert-Butoxycarbonyl)-2-nitrobenzenesulfonamide